tert-butyl 4-(2-(8-fluoro-2-methylimidazo[1,2-a]pyridin-6-yl)-5-oxo-5H-[1,3,4]thiadiazolo[3,2-a]pyrimidin-7-yl)piperazine-1-carboxylate FC=1C=2N(C=C(C1)C1=NN3C(=NC(=CC3=O)N3CCN(CC3)C(=O)OC(C)(C)C)S1)C=C(N2)C